2-chloro-N-(2-((2-(1-(4-chlorophenyl)-2,5-dimethyl-1H-pyrrole-3-carbonyl)-5-(pyrrolidin-1-yl)phenyl)amino)-2-oxoethyl)acetamide ClCC(=O)NCC(=O)NC1=C(C=CC(=C1)N1CCCC1)C(=O)C1=C(N(C(=C1)C)C1=CC=C(C=C1)Cl)C